3-chloro-4-((3,5-difluoropyridin-2-yl)methoxy-d2)-5',6-dimethyl-2'-(tributylstannyl)-2H-[1,4'-bipyridin]-2-one ClC=1C(N(C(=CC1OC([2H])([2H])C1=NC=C(C=C1F)F)C)C1=CC(=NC=C1C)[Sn](CCCC)(CCCC)CCCC)=O